(3S,4R)-3-({5-[2-(4-chlorophenyl)cyclopropyl]-1,3,4-oxadiazol-2-yl}amino)-4-(2,6-difluoro-4-methoxyphenyl)pyrrolidin-2-one ClC1=CC=C(C=C1)C1C(C1)C1=NN=C(O1)N[C@@H]1C(NC[C@H]1C1=C(C=C(C=C1F)OC)F)=O